(S)-1-((R)-3-(9H-carbazol-9-yl)-2-hydroxy-2-methylpropyl)-3-fluoropyrrolidin-2-one C1=CC=CC=2C3=CC=CC=C3N(C12)C[C@@](CN1C([C@H](CC1)F)=O)(C)O